NC(C#N)CC=1OC2=C(C1)C=CC(=C2)C=2C=CC1=C(N(C(O1)=O)C)C2 2-amino-3-[6-(3-methyl-2-oxo-1,3-benzoxazol-5-yl)-1-benzofuran-2-yl]propanenitrile